NC1=CC=CC(=N1)S(=O)(=O)NC(=O)C=1C(=NC(=CC1)C1=CC=C(C=C1)CC)OC1=C(C=C(C=C1C)C)C N-[(6-Amino-2-pyridyl)sulfonyl]-6-(4-ethylphenyl)-2-(2,4,6-trimethylphenoxy)pyridin-3-carboxamid